1-azido-2-chloroethane N(=[N+]=[N-])CCCl